C(C)(C)(C)OC(CN(CC1=CC=C(C=C1)OC)C=1C=2N(N=C(C1)C=1C=NC(=NC1)N)C=CN2)=O.C2(CC2)C2=C(C=C(C=CC1=CSC=C1)C=C2OC)OC 3-(4-cyclopropyl-3,5-dimethoxystyryl)thiophene tert-butyl-N-(6-(2-aminopyrimidin-5-yl)imidazo[1,2-b]pyridazin-8-yl)-N-(4-methoxybenzyl)glycinate